C(N)(=O)C1NCC(CC1)NC(=O)OC(C)C 2-carbamoyl-5-(isopropoxycarbonylamino)piperidine